C(CC)NC1=NC=NC=N1 propylamino-1,3,5-triazine